C(C)(C)[C@H]1CC[C@H](CC1)OC[C@@H]1NCCC[C@@H]1NS(=O)(=O)C N-((2R,3S)-2-(((cis-4-isopropylcyclohexyl)oxy)methyl)-piperidin-3-yl)methanesulfonamide